O=C1OC(C2=CC(=CC=C12)C(=O)OC1=C(C(=C(C=C1C)C1=C(C(=C(C(=C1)C)OC(=O)C=1C=C2C(OC(C2=CC1)=O)=O)C)C)C)C)=O 4,4'-bis(1,3-dioxo-1,3-dihydroisobenzofuran-5-ylcarbonyloxy)-2,2',3,3',5,5'-hexamethylbiphenyl